trimethyl-diaminohexane CC(CCCCC(N)N)(C)C